2-(1-(1H-imidazole-1-carbonyl)piperidin-4-ylidene)-2-(3,5-difluorophenyl)acetonitrile N1(C=NC=C1)C(=O)N1CCC(CC1)=C(C#N)C1=CC(=CC(=C1)F)F